4-(aminomethyl)-6-(5-(4-chlorophenyl)-1-methyl-1H-pyrazol-4-yl)phthalazin-1(2H)-one NCC1=NNC(C2=CC=C(C=C12)C=1C=NN(C1C1=CC=C(C=C1)Cl)C)=O